FC1=C2C=CN(C2=C(C=C1)C)C1=CC(=CC=C1)CN1CCN(CC1)C 4-fluoro-7-methyl-N-(3-((4-methylpiperazin-1-yl)methyl)phenyl)-1H-indole